[Sb].[Sn]=O tin oxide Antimony